N,N'-bis-(cinnamoyl)-N''-phenylguanidine C(C=CC1=CC=CC=C1)(=O)NC(=NC1=CC=CC=C1)NC(C=CC1=CC=CC=C1)=O